O1COC2=C1C=CC=C2CNCC2=CC(=CC=C2)C2CCCCC2 N-(1,3-benzodioxol-4-ylmethyl)-1-(3-cyclohexylphenyl)methanamine